3-(4-(5-((4-((4-(acetamidomethyl)piperidin-1-yl)methyl)-6-(3,5-dichlorophenyl)pyridin-2-yl)oxy)pyridin-2-yl)piperazin-1-yl)-2,2-dimethylpropanoic acid C(C)(=O)NCC1CCN(CC1)CC1=CC(=NC(=C1)C1=CC(=CC(=C1)Cl)Cl)OC=1C=CC(=NC1)N1CCN(CC1)CC(C(=O)O)(C)C